C(C)C(CC(C(=O)O)CCCCCCCC(=O)O)CCCC.C(CCCCCCCCC(=O)OCCCCCC(C)C)(=O)OCCCCCC(C)C diisooctyl sebacate (2-Ethylhexyl sebacate)